(P)-4-(2-chloro-4-fluorophenyl)-7-(4-methyl-1,3-thiazol-5-yl)-2-(2-(2-propenoyl)-2,6-diazaspiro[3.4]octan-6-yl)-5,6-dihydro-3-quinolinecarbonitrile ClC1=C(C=CC(=C1)F)C1=C(C(=NC=2C=C(CCC12)C1=C(N=CS1)C)N1CC2(CN(C2)C(C=C)=O)CC1)C#N